ClC=1N=C(C2=C(N1)C(=CS2)N2CC(CC2)O)N2[C@@H](COCC2)C 1-(2-chloro-4-((R)-3-methylmorpholinyl)thieno[3,2-d]pyrimidine-7-yl)pyrrolidin-3-ol